3-bromo-5-fluoro-4-(2-hydroxypropan-2-yl)benzamide BrC=1C=C(C(=O)N)C=C(C1C(C)(C)O)F